CC=1C=C(C=C(C1)C)N1C(C=2C=CC3=C4C2C(C1=O)=CC=C4C=4C=1C2=C(C(N(C(C2=CC4)=O)C4=CC(=CC(=C4)C)C)=O)C=CC31)=O 2,9-bis(3,5-dimethylphenyl)anthra[2,1,9-def:6,5,10-d'e'f']diisoquinolin-1,3,8,10(2h,9h)-tetraone